butylene-bis(3-methyl-6-tert-butylphenol) C(CCCC1=C(C(=CC=C1C)C(C)(C)C)O)C1=C(C(=CC=C1C)C(C)(C)C)O